C(CCC)C1=CC=C(C=C1)CCCC p-di(n-butyl)benzene